C(C1=CC=CC=C1)(=O)NC=1C=2N=CN([C@H]3[C@H](O)[C@H](O)[C@@H](COC(C4=CC=CC=C4)(C4=CC=C(C=C4)OC)C4=CC=C(C=C4)OC)O3)C2N=C(N1)NCCNC(=O)OCC[Si](C)(C)C N-Benzoyl-5'-O-[bis(4-methoxyphenyl)(phenyl)methyl]-2-{[2-({[2-(trimethylsilyl)ethoxy]carbonyl}amino)ethyl]amino}adenosine